FC(C1=CC(=NC=C1)N)(F)F 4-(trifluoromethyl)pyridine-2-amine